C(C)OC(\C(\C(C)C)=N\N(C(=O)OC(C)(C)C)C)=O tert-butyl (E)-2-(1-ethoxy-3-methyl-1-oxobutan-2-ylidene)-1-methylhydrazine-1-carboxylate